decenenitrile C(C=CCCCCCCC)#N